C=1N=CN2C1C1=CC=CC=C1[C@@H]2[C@]2([C@@H](C(CCC2)(C)C)O)C (1R,2S)-2-((R)-5H-imidazo[5,1-a]isoindol-5-yl)-2,6,6-trimethylcyclohexane-1-ol